1-acetyl-4-(4-(difluoromethoxy)-3-isopropoxyphenyl)-N-(3-(hydroxymethyl)phenyl)pyrrolidine-2-carboxamide C(C)(=O)N1C(CC(C1)C1=CC(=C(C=C1)OC(F)F)OC(C)C)C(=O)NC1=CC(=CC=C1)CO